di(pentadecan-7-yl) diadipate C(CCCCC(=O)[O-])(=O)OC(CCCCCC)CCCCCCCC.C(CCCCC(=O)[O-])(=O)OC(CCCCCC)CCCCCCCC